[Si](C)(C)(C(C)(C)C)OC1=CC=C(C=C1)NC([C@H](CCCNC(=O)N)NC(OC)=O)=O methyl (S)-(1-((4-((tert-butyldimethylsilyl)oxy)phenyl)amino)-1-oxo-5-ureidopentan-2-yl)carbamate